OC=1C=NC=CC1 3-Hydroxypyridine